3-(pyridine-4-yl)pyrazolo[1,5-a]pyrimidine N1=CC=C(C=C1)C=1C=NN2C1N=CC=C2